C(#N)[C@H](CC1=C(C=C(C=C1)C1=CC=C(C=C1)C(NC)=O)F)NC(=O)[C@H]1OCCCNC1 (S)-N-((S)-1-cyano-2-(3-fluoro-4'-(methylcarbamoyl)-[1,1'-biphenyl]-4-yl)ethyl)-1,4-oxazepane-2-carboxamide